6-(but-2-yl)-1-methyl-4-[4-methyl-4-(5-methyl-1,3-benzooxazol-2-yl)piperidin-1-yl]-2-oxo-1,2-dihydroquinoline-3-carbonitrile CC(CC)C=1C=C2C(=C(C(N(C2=CC1)C)=O)C#N)N1CCC(CC1)(C=1OC2=C(N1)C=C(C=C2)C)C